1-(1H-Benzo[d]imidazol-7-yl)ethan-1-one N1C=NC2=C1C(=CC=C2)C(C)=O